NC=1C=2N(C3=CC(=CC=C3N1)C(=O)N(CC1=NC=C(C=C1)C(F)(F)F)N1C(CCC1)=O)C(=NC2)C 4-amino-1-methyl-N-(2-oxopyrrolidin-1-yl)-N-[[5-(trifluoromethyl)-2-pyridyl]methyl]imidazo[1,5-a]quinoxaline-8-carboxamide